NC=1C=C(C=CC1)CCN1C(OC(C1=O)C)C=1C(=NN(C1)C1=CC=C(C=C1)Br)C1=CC=C(C=C1)F 3-(3-aminophenylethyl)-2-(1-(4-bromophenyl)-3-(4-fluorophenyl)-1H-pyrazol-4-yl)-5-methyloxazolidin-4-one